tert-butyl 5-[5-[[4-[tert-butoxycarbonyl(trideuteriomethyl)amino]-6-methyl-2-pyridyl]amino]-6-fluoro-2,3-dihydrofuro[3,2-b]pyridin-7-yl]-2,3,4,7-tetrahydroazepine-1-carboxylate C(C)(C)(C)OC(=O)N(C1=CC(=NC(=C1)C)NC1=C(C(=C2C(=N1)CCO2)C=2CCCN(CC2)C(=O)OC(C)(C)C)F)C([2H])([2H])[2H]